2-(2-(7-chloro-6-(2'-hydroxy-[1,1'-biphenyl]-4-yl)-2-oxo-1,2-dihydroquinolin-3-yl)phenyl)acetic acid ClC1=C(C=C2C=C(C(NC2=C1)=O)C1=C(C=CC=C1)CC(=O)O)C1=CC=C(C=C1)C1=C(C=CC=C1)O